C(C)(C)(C)OC(=O)NCCC(=O)NC=1N=C(N(C1)C)C(=O)OCC ethyl 4-[3-[(tert-butoxycarbonyl)amino] propanamido]-1-methylimidazole-2-carboxylate